NC1=NC=C(C2=C1C(=C(N2C)C2=CC=C(C=C2)NC(C=C)=O)C2=CC(=C(C=C2)OC2=NC(=C(C=C2)F)C)F)C#N N-(4-(4-amino-7-cyano-3-(3-fluoro-4-((5-fluoro-6-methylpyridin-2-yl)oxy)phenyl)-1-methyl-1H-pyrrolo[3,2-c]pyridin-2-yl)phenyl)acrylamide